(S)-(-)-4-Methoxy-α-methylbenzylamine C[C@@H](C1=CC=C(C=C1)OC)N